FC1(CCN(CC1)S(=O)(=O)C1=C(C=CC=C1)C1=CC(=CC=C1)OC)C(=O)NC\C=C\S(=O)(=O)C1CCN(CC1)C (E)-4-fluoro-1-((3'-methoxy-[1,1'-biphenyl]-2-yl)sulfonyl)-N-(3-((1-methylpiperidin-4-yl)sulfonyl)allyl)piperidine-4-carboxamide